4-(tert-butyl)-2-(7-(4,4,5,5-tetramethyl-1,3,2-dioxaborolan-2-yl)dibenzo[b,d]furan-4-yl)pyridine C(C)(C)(C)C1=CC(=NC=C1)C1=CC=CC2=C1OC1=C2C=CC(=C1)B1OC(C(O1)(C)C)(C)C